C(C)C=1C=NN2C1N=C(C=C2NCC=2C=CC(=NC2)OCCCCCN2C(=CC=C(C2=O)F)C#N)N2[C@@H](CCCC2)CCO 1-[5-[[5-[[[3-ethyl-5-[(2S)-2-(2-hydroxyethyl)-1-piperidyl]pyrazolo[1,5-a]pyrimidin-7-yl]amino]methyl]-2-pyridyl]oxy]pentyl]-5-fluoro-6-oxo-pyridine-2-carbonitrile